8-[(3S)-3-[but-2-ynoyl(methyl)amino]-1-piperidyl]-7-fluoro-1,2,3,4-tetrahydrocyclopenta[b]indole-5-carboxamide C(C#CC)(=O)N([C@@H]1CN(CCC1)C1=C2C3=C(NC2=C(C=C1F)C(=O)N)CCC3)C